OC(=O)C(F)(F)F.C(C)(C)(C)C1=NC(=NO1)C(=O)NCC1=C(C=C(C=C1)C1=NC=NN2C1=CC(=C2)C=2C=C1CNCC1=CC2)C 5-tert-butyl-N-[[4-(6-isoindolin-5-ylpyrrolo[2,1-f][1,2,4]triazin-4-yl)-2-methyl-phenyl]methyl]-1,2,4-oxadiazole-3-carboxamide TFA salt